tert-Butyl (3-bromo-5-chloro-2-formylthieno[3,2-b]pyridin-7-yl)(thiophen-2-ylmethyl)carbamate BrC1=C(SC=2C1=NC(=CC2N(C(OC(C)(C)C)=O)CC=2SC=CC2)Cl)C=O